CC1N(C(C2=CC=C(C=C12)NC(C)=O)=O)CC1=CC2=C(NC(O2)=O)C=C1 N-(3-methyl-1-oxo-2-((2-oxo-2,3-dihydrobenzo[d]oxazol-6-yl)methyl)isoindolin-5-yl)acetamide